2-(7-cyclohexyl-9-methoxy-2-methyl-3-oxo-2,3,5,7-tetrahydrobenzo[5,6]oxepino[4,3-c]pyridin-5-yl)-N-ethylacetamide C1(CCCCC1)C1C2=C(C3=CN(C(C=C3C(O1)CC(=O)NCC)=O)C)C=CC(=C2)OC